(R)-3-(5-(difluoromethyl)-1,3,4-thiadiazol-2-yl)-8-(3-methyl-4-(1-methylcyclopropane-1-carbonyl)piperazin-1-yl)-N-(1-methylcyclopropyl)-[1,2,4]triazolo[4,3-a]pyridine-6-sulfonamide FC(C1=NN=C(S1)C1=NN=C2N1C=C(C=C2N2C[C@H](N(CC2)C(=O)C2(CC2)C)C)S(=O)(=O)NC2(CC2)C)F